CSC1=C(C(=O)O)C=CC=C1.C(CCP(C1=CC=CC=C1)(C1=CC=CC=C1)C1=CC=CC=C1)P(C1=CC=CC=C1)(C1=CC=CC=C1)C1=CC=CC=C1 propane-1,3-diylbis(triphenylphosphine) 2-(methylthio)benzoate